N-(3-(2'-fluoro-[1,1'-biphenyl]-4-yl)propyl)-3-methyloxetane-3-carboxamide FC1=C(C=CC=C1)C1=CC=C(C=C1)CCCNC(=O)C1(COC1)C